N-chloropropyl-morpholine hydrochloride Cl.ClCCCN1CCOCC1